C(C)(C)N1CC2=C(C=CC=C2CC1)CN1CCCC12CCN(CC2)C(=O)OC(C(F)(F)F)C(F)(F)F 1,1,1,3,3,3-hexafluoropropan-2-yl 1-((2-isopropyl-1,2,3,4-tetrahydroisoquinolin-8-yl) methyl)-1,8-diazaspiro[4.5]decane-8-carboxylate